N[C@@H]1[C@@H](CCCC1)C=1N(C2=NC(=NC(=C2N1)NC1=CC(=CC=C1)Cl)N)C(C)C (cis-2-aminocyclohexyl)-N6-(3-chlorophenyl)-9-isopropyl-9H-purine-2,6-diamine